BrC1=CC(=C(C=C1)C(CO)(F)F)Cl 2-(4-bromo-2-chlorophenyl)-2,2-difluoroethanol